1-[3-(Methoxymethyl)azetidin-1-yl]-2-[6-[3-(trifluoromethyl)phenyl]pyrazolo[4,3-b]pyridin-1-yl]ethanone COCC1CN(C1)C(CN1N=CC2=NC=C(C=C21)C2=CC(=CC=C2)C(F)(F)F)=O